methyl phenethyl-butyl ether C(CC1=CC=CC=C1)CCCCOC